ClC1=CC(=C2C=C(NC2=C1)C(=O)OC)OC1CC1 methyl 6-chloro-4-cyclopropoxy-1H-indole-2-carboxylate